1-(4Z,7Z,10Z,13Z,16Z,19Z-docosahexaenoyl)-2-(11Z-eicosenoyl)-glycero-3-phosphoserine CCCCCCCC/C=C\CCCCCCCCCC(=O)O[C@H](COC(=O)CC/C=C\C/C=C\C/C=C\C/C=C\C/C=C\C/C=C\CC)COP(=O)(O)OC[C@@H](C(=O)O)N